B(O)(O)C1=CC=C(CN2C=C(C3=CC(=CC=C23)C(=O)O)Cl)C=C1 1-(4-boronobenzyl)-3-chloro-1H-indole-5-carboxylic acid